(R)-(cyclopropylmethyl)sulfoxide C1(CC1)CS(=O)CC1CC1